7,9-difluoro-2-(piperazin-1-yl)-3,5-dihydro-4H-chromeno[2,3-d]Pyrimidine FC=1C=C2CC3=C(N=C(NC3)N3CCNCC3)OC2=C(C1)F